water tin tetrachloride [Sn](Cl)(Cl)(Cl)Cl.O